[O-2].[Ti+4].[Co+2].[O-2].[O-2] Cobalt Titanium oxide